(1R,2S,5S)-3-[(2S)-2-(tert-butoxycarbonylamino)-3-hydroxy-3-methyl-butanoyl]-6,6-dimethyl-3-azabicyclo[3.1.0]hexane-2-carboxylic acid C(C)(C)(C)OC(=O)N[C@H](C(=O)N1[C@@H]([C@H]2C([C@H]2C1)(C)C)C(=O)O)C(C)(C)O